CN(C)CCCN1C2=C3C(=C(C=C2)[N+](=O)[O-])NC4=C(C3=N1)C=C(C=C4)OC.CS(=O)(=O)O Pyrazoloacridine mesylate